4-fluoro-3-methoxy-1-methyl-6,7-dihydro-5H-cyclopenta[c]pyridine-6-carbaldehyde FC=1C2=C(C(=NC1OC)C)CC(C2)C=O